OC1=CC=C(C=C1)C=1C(C(=C(C1C1=CC=CC=C1)C1=CC(=CC=C1)C#C)C1=CC=C(C=C1)O)=O 2,5-bis(4-hydroxyphenyl)-3-phenyl-4-(3-ethynylphenyl)-2,4-cyclopentadien-1-one